BrCC1=C(C=O)C=CC=C1 bromomethyl-Benzaldehyde